C(C)NC(C(=C)CCO)=O N-ethyl-(2-hydroxyethyl)acrylamide